ClCC1=NC2=CC(=CC(=C2C(N1)=O)F)NC1CCC1 2-(chloromethyl)-7-(cyclobutylamino)-5-fluoroquinazolin-4(3H)-one